CC1=CNC2=CC=C(C=C12)[N+](=O)[O-] 3-methyl-5-nitro-1H-indole